[O-2].[O-2].[Zr+4] zirconium dioxide